4-chloro-1-isopropyl-6-(pent-4-en-2-yl)-1H-pyrazolo[3,4-d]pyrimidine ClC1=C2C(=NC(=N1)C(C)CC=C)N(N=C2)C(C)C